1,1'-carbonyldi-1H-1,2,3-triazole C(=O)(N1N=NC=C1)N1N=NC=C1